amino-4-methyl-5-acetylthiazole NC=1SC(=C(N1)C)C(C)=O